N-(2-hydroxyethyl)-2-((6-methoxybenzo-[d]oxazol-2-yl)amino)-1-methyl-1H-benzo[d]-imidazole-5-carboxamide OCCNC(=O)C1=CC2=C(N(C(=N2)NC=2OC3=C(N2)C=CC(=C3)OC)C)C=C1